4-(trifluoro-methyl)thiazole-2-carbaldehyde FC(C=1N=C(SC1)C=O)(F)F